pentyl-(2-hydroxyethyl)dimethylammonium C(CCCC)[N+](C)(C)CCO